C1(=CC=CC=C1)N1C=NC=C1 N-phenyl-1H-imidazole